1,2-difluoro-3-methoxy-4-nitrobenzene FC1=C(C(=C(C=C1)[N+](=O)[O-])OC)F